FC1(CC(C1)C(CC(=O)N[C@@H](CCC)C1=CC(=CC=C1)OC(F)F)O)F 3-(3,3-difluorocyclobutyl)-N-((S)-1-(3-(difluoromethoxy)phenyl)butyl)-3-hydroxypropionamide